racemic-((1R,2R)-2-(difluoromethyl)-1-methylcyclopropyl)(1-oxa-6-azaspiro[2.5]oct-6-yl)methanone FC([C@H]1[C@](C1)(C)C(=O)N1CCC2(CO2)CC1)F |r|